C(C(C)C)(=O)O.CC(CC(CCO)O)(C)C TRIMETHYL-1,3-PENTANEDIOL ISOBUTYRATE